BrC1=CC=C(C=2N=C(C=NC12)O)C(=O)OC methyl 8-bromo-3-hydroxyquinoxaline-5-carboxylate